CC=1C=NC=CC1NC=1C=NC=2CCNCC2C1 N-(3-methylpyridin-4-yl)-5,6,7,8-tetrahydro-1,6-naphthyridin-3-amine